C(CCCCCCC(=O)O)(=O)N[C@@H](CC(=O)O)C(=O)O suberoylaspartic acid